CN1N=CC=2CNCCC21 N-methyl-6,7-dihydro-4H-pyrazolo[4,3-c]pyridine